[C@H]1([C@H](C([C@H]([C@@H](C1O)OP(=O)([O-])[O-])OP(=O)([O-])[O-])OP(=O)([O-])[O-])OP(=O)([O-])[O-])OP(=O)([O-])[O-] The molecule is the anion obtained from global deprotonation of the phosphate OH groups of myo-inositol 1,3,4,5,6-pentakisphosphate; major species at pH 7.3. It has a role as a human metabolite and a Saccharomyces cerevisiae metabolite. It is a conjugate base of a myo-inositol 1,3,4,5,6-pentakisphosphate.